tert-butyl N-3-[(4-methylbenzenesulfonyl)oxy]propylcarbamate CC1=CC=C(C=C1)S(=O)(=O)OCCCNC(OC(C)(C)C)=O